Butynamide C(C#CC)(=O)N